(1r,5s,6r)-6-(((3,5-difluoropyridin-4-yl)oxy)methyl)-3-azabicyclo[3.1.0]Hexane-3-carboxylic acid tert-butyl ester C(C)(C)(C)OC(=O)N1C[C@H]2C([C@H]2C1)COC1=C(C=NC=C1F)F